2-methoxy-4-(8-geranyl-5,7-dihydroxy-4-oxo-4H-chromen-2-yl)phenolate COC1=C(C=CC(=C1)C=1OC2=C(C(=CC(=C2C(C1)=O)O)O)C\C=C(/C)\CCC=C(C)C)[O-]